pyrimidine-2-carboxylic acid, amide N1=C(N=CC=C1)C(=O)N